N1C(CNCC1)CC(=O)N 2-(piperazin-2-yl)acetamide